Ethyl (3r,4r)-4-(4-bromothiophen-3-yl)pyrrolidine-3-carboxylate BrC=1C(=CSC1)[C@H]1[C@H](CNC1)C(=O)OCC